(S)-N-(5-methyl-4-oxo-7-(7-oxa-2-azaspiro[3.5]non-2-yl)-2,3,4,5-tetrahydrobenzo[b][1,4]oxazepin-3-yl)-5-(1-phenylcyclopropyl)-1,3,4-oxadiazole-2-carboxamide CN1C2=C(OC[C@@H](C1=O)NC(=O)C=1OC(=NN1)C1(CC1)C1=CC=CC=C1)C=CC(=C2)N2CC1(C2)CCOCC1